C(C)OC(C)N1N=CC(=C1)C1=C(C=2N(C=C1)N=C(N2)N[C@@H]2[C@@H](CN(CC2)S(=O)(=O)C)C)O 7-(1-(1-ethoxyethyl)-1H-pyrazol-4-yl)-2-(((3R,4S)-3-methyl-1-(methylsulfonyl)piperidin-4-yl)amino)-[1,2,4]triazolo[1,5-a]pyridin-8-ol